C(C)(C)(C)N(C(O)=O)CCC=1C=NC(=CC1)[N+](=O)[O-].[N+](=O)([O-])C1=CC=C(C=N1)CCN 2-(6-nitropyridin-3-yl)ethan-1-amine tert-butyl-(2-(6-Nitropyridine-3-yl)ethyl)carbamate